[4-chloro-2-(4-fluoroanilino)-1,3-thiazol-5-yl](oxo)acetic acid ClC=1N=C(SC1C(C(=O)O)=O)NC1=CC=C(C=C1)F